C1(CC1)C1=NC=CC=C1C(C(=O)N)N1C[C@@H](CC1)OCCCCC1=NC=2NCCCC2C=C1 (2-cyclopropylpyridin-3-yl)-2-((R)-3-(4-(5,6,7,8-tetrahydro-1,8-naphthyridin-2-yl)butoxy)pyrrolidin-1-yl)acetamide